C1=CC(=CC=C1CC(C(=O)O)O)O 4-hydroxyphenyllactic acid